SC(CC)(O)S.[Na] sodium dimercaptopropanol